{4-[4-(4-fluorophenyl)-1-[2-(morpholin-4-yl)-2-oxoethyl]-1H-imidazol-5-yl] pyridin-2-yl} carbamate C(N)(OC1=NC=CC(=C1)C1=C(N=CN1CC(=O)N1CCOCC1)C1=CC=C(C=C1)F)=O